N-{6-cyclopropyl-4-[4-fluoro-2-(4-methyl-4H-1,2,4-triazol-3-yl)phenyl]-2-pyridyl}-5-{[(S)-3-methoxy-1-piperidyl]methyl}-1-cyclopropyl-2-oxo-1,2-dihydronicotinamide C1(CC1)C1=CC(=CC(=N1)NC(C=1C(N(C=C(C1)CN1C[C@H](CCC1)OC)C1CC1)=O)=O)C1=C(C=C(C=C1)F)C1=NN=CN1C